2'-(7,7-dimethyl-1'H,7H-spiro[furo[3,4-b]pyridine-5,4'-piperidin]-1'-yl)-5-hydroxy-1,3-dihydro-4'H-spiro[indene-2,5'-[1,3]oxazol]-4'-one CC1(OC2(CCN(CC2)C=2OC3(C(N2)=O)CC2=CC=C(C=C2C3)O)C=3C1=NC=CC3)C